ClC1=C(C=C(C(=C1)N)Cl)S(=O)(=O)F 2,5-dichloro-4-aminobenzenesulfonyl fluoride